1-acetylpseudouridine C(C)(=O)N1C=C([C@H]2[C@H](O)[C@H](O)[C@@H](CO)O2)C(NC1=O)=O